3,5-diphenyl-isoxazoline C1(=CC=CC=C1)C1=NOC(C1)C1=CC=CC=C1